N-(2-chloro-3'-(6-formyl-7-methoxy-1-carbonylisoquinolin-2(1H)-yl)-2'-methyl-[1,1'-biphenyl]-3-yl)-1,5-dimethyl-4,5,6,7-tetrahydro-1H-imidazo[4,5-c]pyridine-2-carboxamide ClC1=C(C=CC=C1NC(=O)C=1N(C2=C(CN(CC2)C)N1)C)C1=C(C(=CC=C1)N1C(C2=CC(=C(C=C2C=C1)C=O)OC)=C=O)C